Propenyl-imidazole tetrafluoroborate F[B-](F)(F)F.C(=CC)C=1NC=CN1